(±)-trans-N-(8-amino-6-(N,N-dimethylsulfamoyl)isoquinolin-3-yl)-2-cyanocyclopropane-1-carboxamide NC=1C=C(C=C2C=C(N=CC12)NC(=O)[C@H]1[C@@H](C1)C#N)S(N(C)C)(=O)=O |r|